NC1CCN(CC1)C1=CC=C(C=C1)NC1=NC=CC(=N1)NC1=NC(=NC=C1)C1=NC(=CC=C1)C N2-[4-(4-amino-1-piperidyl)phenyl]-N4-[2-(6-methyl-2-pyridyl)pyrimidin-4-yl]pyrimidine-2,4-diamine